N-(1-methyl-1H-pyrazol-5-yl)-6-(2,5,6-trimethylpyrimidin-4-yl)-5,6,7,8-tetrahydro-1,6-naphthyridin-3-amine CN1N=CC=C1NC=1C=NC=2CCN(CC2C1)C1=NC(=NC(=C1C)C)C